FC1=CN=C2NC=NC2=C1C1CCN(CC1)C(=O)C1=CC(N(C=C1)CC(F)(F)F)=O 4-{[4-(6-fluoro-3H-1,3,4-triazainden-7-yl)-1-piperidyl]carbonyl}-1-(2,2,2-trifluoroethyl)-2(1H)-pyridinone